F[C@@H]1CN(CCC1)C1=C(N=CC=2N1N=C(N2)NC2CCN(CC2)S(=O)(=O)C)C=2C=NNC2 (S)-5-(3-Fluoropiperidin-1-yl)-N-(1-(methylsulfonyl)piperidin-4-yl)-6-(1H-pyrazol-4-yl)-[1,2,4]triazolo[1,5-a]pyrazin-2-amine